FC1C(N(C(CC1)=O)C1=CC=C(C=C1)CO)=O 3-fluoro-(4-(hydroxymethyl)phenyl)piperidine-2,6-dione